ClC1=C(C=CC=C1C1=NC=NC(=C1Cl)Cl)C1=NC(=C(C=O)C=C1)OC 6-(2-chloro-3-(5,6-dichloropyrimidin-4-yl)phenyl)-2-methoxynicotinaldehyde